C(#N)C(C)CCC#N 2,4-dicyanobutan